N,N-dimethyl-2-(3-(4-methyl-6-(8-methyl-[1,2,4]triazolo[1,5-a]pyridin-6-yl)-1H-indazol-3-yl)piperidin-1-yl)acetamide CN(C(CN1CC(CCC1)C1=NNC2=CC(=CC(=C12)C)C=1C=C(C=2N(C1)N=CN2)C)=O)C